FC(F)(F)C(C1=CC=CC=C1)C1(C2=CNNC2=CC=C1)C1(C(=O)N)CC=CC=C1 1-[4-(trifluoromethyl-benzyl)-1H-indazol-4-yl]benzamide